[Cl-].ClC=1C=C2C(=NC=NC2=CC1)NC1CC(C1)[NH3+] (1r,3r)-3-((6-chloroquinazolin-4-yl)amino)cyclobutan-1-aminium chloride